(S,E)-1-((1-((7-(Cyclobutylmethyl)-6-fluoro-1H-pyrrolo[3,2-b]pyridin-2-yl)methyl)-2-oxo-1,2-dihydropyridin-3-yl)amino)-7-(dimethylamino)-1,7-dioxohept-5-en-2-yl-dimethylcarbamat C1(CCC1)CC1=C2C(=NC=C1F)C=C(N2)CN2C(C(=CC=C2)NC([C@@H](CC\C=C\C(=O)N(C)C)CN(C([O-])=O)C)=O)=O